(3R)-6,8-difluoro-N-[2-(5-fluoro-3-pyridinyl)-8-isopropyl-pyrazolo[1,5-a][1,3,5]Triazin-4-yl]-2,3,4,9-tetrahydro-1H-carbazol-3-amine FC=1C=C2C=3C[C@@H](CCC3NC2=C(C1)F)NC1=NC(=NC=2N1N=CC2C(C)C)C=2C=NC=C(C2)F